5-{(3S)-5-fluoro-7-hydroxy-3-[(3-phenylpropyl)amino]-3,4-dihydro-2H-1-benzothiopyran-6-yl}-1λ6,2,5-thiadiazolidine-1,1,3-trione FC1=C(C(=CC2=C1C[C@@H](CS2)NCCCC2=CC=CC=C2)O)N2CC(NS2(=O)=O)=O